FC1CN(C1)CC1=CC=C(N=N1)OC1=CC=C(C=C1)C(C)(C)C1=CC=C(OC2CC(C2)NC(OC(C)(C)C)=O)C=C1 tert-butyl ((1r,3r)-3-(4-(2-(4-((6-((3-fluoroazetidin-1-yl)methyl)pyridazin-3-yl)oxy)phenyl)propan-2-yl)phenoxy)cyclobutyl)carbamate